C(C)N1C2=NC(=NC(=C2N=C1)NCC=1C=NC(=CC1)C=1OC=CN1)N(CCO)CCO 2,2'-((9-ethyl-6-(((6-(oxazol-2-yl)pyridin-3-yl)methyl)amino)-9H-purin-2-yl)azanediyl)bis(ethan-1-ol)